4-(methylamino)-1-phenyl-3-(thiophen-3-yl)-7-(trifluoromethyl)-1,8-naphthyridin-2(1H)-one CNC1=C(C(N(C2=NC(=CC=C12)C(F)(F)F)C1=CC=CC=C1)=O)C1=CSC=C1